Tert-butyl 7-{[(1r,3s)-3-{[2-(trifluoromethyl) quinolin-4-yl] amino} cyclohexyl] carbamoyl}-1,2,3,4-tetrahydroisoquinoline-2-carboxylate FC(C1=NC2=CC=CC=C2C(=C1)N[C@@H]1C[C@@H](CCC1)NC(=O)C1=CC=C2CCN(CC2=C1)C(=O)OC(C)(C)C)(F)F